ClC1=NC(=C2C(=N1)NN=C2C)O[C@H]2[C@H](CN(CC2)C(=O)OC(C)(C)C)F tert-butyl (3S,4R)-4-([6-chloro-3-methyl-1H-pyrazolo[3,4-d]pyrimidin-4-yl]oxy)-3-fluoropiperidine-1-carboxylate